[Na+].S(=O)(=O)([O-])C(C(=O)OCCCCCCCC)CC(=O)OCCCCCCCC dioctyl sulphosuccinate, sodium salt